1-(2-picolyl)-3-methylimidazole iodide [I-].N1=C(C=CC=C1)CN1CN(C=C1)C